FC1=CC=C(C=C1)C1CCC(C(C1)C(=O)OCC)=O Ethyl 5-(4-fluorophenyl)-2-oxocyclohexane-1-carboxylate